FC1=CC(=C(C=2C3=C(C=NN3C)C3(CCC3)NC12)C)C1=C2C=CN(C2=CC(=C1)F)S(=O)(=O)C 6-fluoro-8-(6-fluoro-1-methylsulfonylindol-4-yl)-1,9-dimethylspiro[5H-pyrazolo[4,3-c]quinoline-4,1-cyclobutane]